C1(CC1)C=1C(=CC=2N(N1)C=C(N2)C)OC 6-cyclopropyl-7-methoxy-2-methyl-imidazo[1,2-b]pyridazine